COC1=C2C(NC(=NC2=CC(=C1)OC)C1=CC=C(C=C1)N1CCC(CC1)N(C)CC=1C=C2C(N(C(C2=CC1F)=O)C1C(NC(CC1)=O)=O)=O)=O 5-(((1-(4-(5,7-dimethoxy-4-oxo-3,4-dihydroquinazolin-2-yl)phenyl)piperidin-4-yl)(Methyl)amino)methyl)-2-(2,6-dioxopiperidin-3-yl)-6-fluoroisoindoline-1,3-dione